C(#N)[C@H]1N(C[C@]2(C1)C(NN=C(C2)C2=CC=CC=C2)=O)C([C@H](CC(C)C)N(C([C@H](C)NC(C(F)(F)F)=O)=O)C)=O (S)-N-((S)-1-((3S,5R)-3-cyano-6-oxo-9-phenyl-2,7,8-triazaspiro[4.5]dec-8-en-2-yl)-4-methyl-1-oxopentan-2-yl)-N-methyl-2-(2,2,2-trifluoroacetamido)propanamide